C1(CC1)C1=NC(=C(C(=O)NC2=CC(=NC=C2)[S@@](=O)(C)=NC(OC(C)(C)C)=O)C(=C1C(F)(F)F)C)N1CCC(CCC1)(F)F tert-butyl (S)-((4-(6-cyclopropyl-2-(4,4-difluoroazepan-1-yl)-4-methyl-5-(trifluoromethyl)nicotinamido)pyridin-2-yl)(methyl)(oxo)-λ6-sulfaneylidene)carbamate